N1C=CC=2C1=NC=C(C2)OC2=C(C(=O)OC)C=CC(=C2)N2C[C@H](N(CC2)CC=2CC1(CC1)C(CC2C2=CC=C(C=C2)Cl)(C)C)C (R)-Methyl 2-((1H-pyrrolo[2,3-b]pyridin-5-yl)oxy)-4-(4-((6-(4-chlorophenyl)-8,8-dimethylspiro[2.5]oct-5-en-5-yl)methyl)-3-methylpiperazin-1-yl)benzoate